COC=1C=C(C=CC1O)C=CC(CC(C=C)=O)=O 3-methoxy-4-hydroxy-phenyl-1,6-heptadiene-3,5-dione